NC1=C(C=CC(=C1)Cl)N1C(C2=CC=CC=3C2=C(C1=O)C=CC3)=O 2-(2-amino-4-chlorophenyl)-1H-benzo[de]isoquinoline-1,3(2H)-dione